ClCC(=O)O\N=C(/N)\C1C2CN(CC12)C1=CC(=CC=C1)Cl (Z)-N'-(2-chloroacetoxy)-3-(3-chlorophenyl)-3-azabicyclo[3.1.0]hexane-6-carboxamidine